2-(chlorodimethylsilyl)ethylsuccinic anhydride Cl[Si](CCC1C(=O)OC(C1)=O)(C)C